COC=1C=CC2=C(SC(=C2CC(=O)N(N=C(C(=O)[O-])C)C)C2=C(C=CC=C2)OC)C1 2-(2-(6-methoxy-2-(2-methoxyphenyl)benzo[b]thiophen-3-yl)acetyl-2-methylhydrazinylidene)propionate